rac-tert-butyldiphenyl-(((1S,2R)-2-vinylcyclobutyl)methoxy)silane C(C)(C)(C)[Si](OC[C@@H]1[C@H](CC1)C=C)(C1=CC=CC=C1)C1=CC=CC=C1 |r|